3-butyl-hydroxyanisole C(CCC)C=1C(=C(C=CC1)OC)O